C(C)(C)(C)OC(=O)N1CCCC(=CC1)C1=CC(=NC=C1OC)NC1=NC(=CC(=C1)NC)C.C(=O)(O)C1=CC=C(C=C1)OC1=CC(=CC(=C1)OC1=CC=C(C=C1)C(=O)O)OC1=CC=C(C=C1)C(=O)O 1,3,5-tri(4-carboxyphenyloxy)benzene tert-butyl-5-[5-methoxy-2-[[6-methyl-4-(methylamino)-2-pyridyl]amino]-4-pyridyl]-2,3,4,7-tetrahydroazepine-1-carboxylate